[O-]S(=O)(=O)C(F)(F)F.O1COC2=C1C=CC(=C2)[S+](C)C benzo[d][1,3]dioxol-5-yl-dimethyl-sulfonium triflate